C[C@H]1C2(C3=CC=CC=C3[C@H]1C)CCC1(CC2)NC(NC1=O)=O |o1:1,9| rel-(2''R,3''S)-2'',3''-dimethyl-2'',3''-dihydrodispiro[imidazolidine-4,1'-cyclohexane-4',1''-indene]-2,5-dione